3-(azetidin-1-yl)-N-(2-(2-fluorophenyl)propan-2-yl)-2-methylpropanamide N1(CCC1)CC(C(=O)NC(C)(C)C1=C(C=CC=C1)F)C